β-L-arginyl-2,3-diaminopropionic acid-N-lauryl-N-myristyl-amide trihydrochloride Cl.Cl.Cl.C(CCCCCCCCCCC)N(C(C(C(N)C([C@@H](N)CCCNC(N)=N)=O)N)=O)CCCCCCCCCCCCCC